CC1=C(C2=C(N=C(N=C2)SC)N(C1=O)CC=1C=NC=CC1)C#C[Si](C(C)C)(C(C)C)C(C)C 6-methyl-2-(methylsulfanyl)-8-(pyridin-3-ylmethyl)-5-[2-(triisopropylsilyl)ethynyl]pyrido[2,3-d]pyrimidin-7-one